(6S,7S)-N-ethyl-6-((2-methoxy-[1,1'-biphenyl]-3-yl)methyl)-7-(methylsulfonylamino)-5-azaspiro[2.4]heptane-5-carboxamide C(C)NC(=O)N1CC2(CC2)[C@@H]([C@@H]1CC=1C(=C(C=CC1)C1=CC=CC=C1)OC)NS(=O)(=O)C